FC1=C(C=CC(=C1)[C@H](C(=O)O)C)C1=CC=CC=C1 |r| (RS)-2-(2-fluorobiphenyl-4-yl)propanoic acid